FC1(CC1)C1=NC2=CC=C(C=C2C(=N1)N1CCC(CC1)C1=NC=CN=C1OC)N(CCO)C 2-({2-(1-Fluoro-cyclopropyl)-4-[4-(3-methoxy-pyrazin-2-yl)-piperidin-1-yl]-quinazolin-6-yl}-methyl-amino)-ethanol